C(C)(=O)C1=C(C=C(C=C1)Cl)C1=CC(N(C=C1OC)C(C(=O)NC=1C=CC(=NC1)C(=O)N)CC1=CC=CC=C1)=O 5-(2-(4-(2-acetyl-5-chlorophenyl)-5-methoxy-2-oxopyridin-1(2H)-yl)-3-phenylpropionylamino)-2-pyridineamide